(9aR,10S)-10-((R)-(2,3-difluorophenyl)(phenyl)methyl)-4-methoxy-8,9,9a,10-tetrahydro-7H-pyrrolo[1',2':4,5]pyrazino[1,2-b]pyridazine-3,5-dione FC1=C(C=CC=C1F)[C@H]([C@H]1[C@@H]2N(C(C=3N1N=CC(C3OC)=O)=O)CCC2)C2=CC=CC=C2